3-[4-(2-Hydroxyethoxy)anilino]-5-(methylamino)-6-(3-methylimidazo[4,5-c]pyridin-7-yl)pyrazin-2-carboxamid OCCOC1=CC=C(NC=2C(=NC(=C(N2)NC)C=2C3=C(C=NC2)N(C=N3)C)C(=O)N)C=C1